2-ethyl-N-(3-(2-(2,2,2-trifluoroacetamido)acetamido)propyl)-4-((3-(3-(trifluoromethyl)-1H-pyrazol-4-yl)imidazo[1,2-a]pyrazin-8-yl)amino)benzamide C(C)C1=C(C(=O)NCCCNC(CNC(C(F)(F)F)=O)=O)C=CC(=C1)NC=1C=2N(C=CN1)C(=CN2)C=2C(=NNC2)C(F)(F)F